FC1CN(C1)C(CN1C(N(C2=NC=C(C=C21)C=2SC(=CC2)F)C)=O)=O 1-[2-(3-fluoroazetidin-1-yl)-2-oxo-ethyl]-6-(5-fluoro-2-thienyl)-3-methyl-imidazo[4,5-b]pyridin-2-one